sodium bis(methoxyethoxy)aluminum hydride COCCO[AlH]OCCOC.[Na]